FC1(C(C1)CN1N=CC(=N1)C(=O)O)F 2-((2,2-difluorocyclopropyl)methyl)-2H-1,2,3-triazole-4-carboxylic acid